C(CCC)OC(=O)N(C([O-])=O)CC=1C=NC(=NC1)N1C(CNCC1)CO[Si](C1=CC=CC=C1)(C1=CC=CC=C1)C(C)(C)C butoxycarbonyl-N-((2-(2-((tert-butyl(diphenyl)silyl)oxymethyl)piperazin-1-yl)pyrimidin-5-yl)methyl)carbamate